FCC(CF)N1N=NC2=C1C=C(C=C2)C=2C(=CN1N=C(N=C(C12)OC)N[C@@H]1[C@@H](CN(CC1)C(C)=O)F)F 1-((3R,4S)-4-((5-(1-(1,3-difluoropropan-2-yl)-1H-benzo[d][1,2,3]triazol-6-yl)-6-fluoro-4-methoxypyrrolo[2,1-f][1,2,4]triazin-2-yl)amino)-3-fluoropiperidin-1-yl)ethan-1-one